1-bromo-n-hexanol-5-d1 BrC(CCCC(C)[2H])O